CC(=O)NCCCC(C(=O)[O-])[NH3+] N-δ-acetylornithine